C(=O)C(=O)[O-] The molecule is the conjugate base of glyoxylic acid. It has a role as a human metabolite and a Saccharomyces cerevisiae metabolite. It is a conjugate base of a glyoxylic acid.